1-(3,5-difluorophenyl)-3-(6-fluoropyridin-3-yl)-1H-pyridine FC=1C=C(C=C(C1)F)N1CC(=CC=C1)C=1C=NC(=CC1)F